3-anilino-2-styryl-3H-naphtho[1,2-d]imidazole-5-sulfonate N(C1=CC=CC=C1)N1C(=NC2=C1C=C(C1=CC=CC=C12)S(=O)(=O)[O-])C=CC1=CC=CC=C1